tert-butyl (S)-(3-(2-chlorophenyl)-1-(methoxy(methyl)amino)-1-oxopropan-2-yl)carbamate ClC1=C(C=CC=C1)C[C@@H](C(=O)N(C)OC)NC(OC(C)(C)C)=O